C(C)(C)(C)OC(=O)N1[C@@H](CCC1)COCCC(=O)OC(C)(C)C (S)-2-((3-(tert-butoxy)-3-oxopropoxy)methyl)pyrrolidine-1-carboxylic acid tert-butyl ester